7-(((R)-3-acrylamidopyrrolidin-1-yl)sulfonyl)-2,7-diazepine C(C=C)(=O)N[C@H]1CN(CC1)S(=O)(=O)N1C=CC=CN=C1